tert-butyl ((3S)-1-benzyl-6-pentylpiperidin-3-yl)carbamate C(C1=CC=CC=C1)N1C[C@H](CCC1CCCCC)NC(OC(C)(C)C)=O